1-hexadecyl-2-(9Z-tetradecenoyl)-glycero-3-phosphoserine CCCCCCCCCCCCCCCCOC[C@H](COP(=O)(O)OC[C@@H](C(=O)O)N)OC(=O)CCCCCCC/C=C\CCCC